FC1(CCC(CC1)NC=1C(N(S(C1C1=CC=CC=C1)(=O)=O)C(C)C)=O)F 4-[(4,4-difluorocyclohexyl)amino]-2-isopropyl-5-phenylisothiazol-3(2H)-one 1,1-dioxide